tert-butyl-3-{[{(1R)-1-[1-benzyl-4-(2,5-difluorophenyl)-1H-pyrrol-2-yl]-2,2-dimethylpropyl}(chloroacetyl)amino]-methyl}pyrrolidine-1-carboxylate C(C)(C)(C)OC(=O)N1CC(CC1)CN(C(CCl)=O)[C@H](C(C)(C)C)C=1N(C=C(C1)C1=C(C=CC(=C1)F)F)CC1=CC=CC=C1